NN1C(=NC(=C1C(=O)N)C1=CC=C(C=C1)C(NC1=NC=CC(=C1)CC)=O)[C@H]1N(CCC1)C#N (S)-1-amino-2-(1-cyanopyrrolidin-2-yl)-4-(4-((4-ethylpyridin-2-yl)carbamoyl)phenyl)-1H-imidazole-5-carboxamide